Hydroxyzirconium O[Zr]